(R)-4-((4-(2-(2-hydroxypropan-2-yl)morpholino)phenyl)amino)-7-(pyridin-4-yl)-1,2-dihydro-3H-pyrrolo[3,4-c]pyridin-3-one OC(C)(C)[C@@H]1OCCN(C1)C1=CC=C(C=C1)NC1=NC=C(C2=C1C(NC2)=O)C2=CC=NC=C2